FC1(CCC(CC1)C(NC(=O)C=1C=NOC1CC)C=1OC2=C(N1)C=C(C=C2)C(COC)N2C(NC(C2)C(F)(F)F)=O)F N-((4,4-difluorocyclohexyl)(5-(2-methoxy-1-(2-oxo-4-(trifluoromethyl)imidazolidin-1-yl)ethyl)benzo[d]oxazol-2-yl)methyl)-5-ethyl-isoxazole-4-carboxamide